1-{[3-(2-Chlorophenyl)-2-(2,4-difluorophenyl)oxiran-2-yl]methyl}-1H-1,2,4-triazol-5-yl-thiocyanate ClC1=C(C=CC=C1)C1C(O1)(C1=C(C=C(C=C1)F)F)CN1N=CN=C1SC#N